3-(4-fluoro-2-methoxyphenoxy)-6-methyl-N-(3-(S-methylsulfonyl)phenyl)pyridazine-4-carboxamide FC1=CC(=C(OC=2N=NC(=CC2C(=O)NC2=CC(=CC=C2)S(=O)(=O)C)C)C=C1)OC